5,6-dibromopyrazine-2,3-diamine BrC=1N=C(C(=NC1Br)N)N